3,4-dihydro-1,8-naphthyridine-1(2H)-carboxamide hydrochloride Cl.N1(CCCC2=CC=CN=C12)C(=O)N